BrC=1C=C2C(=C(NC2=CC1)C(=O)OCC)OC ethyl 5-bromo-3-methoxyindole-2-carboxylate